3-((S)-2-hydroxy-3-((S)-8-(3-oxo-3,4-dihydro-2H-benzo[b][1,4]oxazin-6-ylsulfonyl)-1-oxa-8-azaspiro[4.5]dec-3-ylamino)propoxy)-N-methylbenzenesulfonamide O[C@H](COC=1C=C(C=CC1)S(=O)(=O)NC)CN[C@@H]1COC2(C1)CCN(CC2)S(=O)(=O)C2=CC1=C(OCC(N1)=O)C=C2